(1,4-diazabicyclo[3.2.2]nonan-4-yl)(3-(4-(trifluoromethyl)phenyl)-4,7-dihydropyrano[3,4-c]pyrazol-1(5H)-yl)methanone N12CCN(C(CC1)CC2)C(=O)N2N=C(C1=C2COCC1)C1=CC=C(C=C1)C(F)(F)F